C(C1=CC=CC=C1)OC1=C([N+](=CC2=C(C(=CC=C12)Cl)OC1=CC=CC=C1)[O-])C(=O)OC 4-(benzyloxy)-7-chloro-3-(methoxycarbonyl)-8-phenoxyisoquinoline 2-oxide